NC1=NC=2C=C(C(=CC2C2=C1C=NN2C)C(=O)N([C@H]2COCC1=C2C=NC(=C1)C(F)(F)F)C)F 4-amino-7-fluoro-N,1-dimethyl-N-((4R)-7-(trifluoromethyl)-3,4-dihydro-1H-pyrano[4,3-c]-pyridin-4-yl)-1H-pyrazolo[4,3-c]quinoline-8-carboxamide